(3-(2-(5-((6-cyano-2-methylpyrimidin-4-yl)amino)-1H-pyrazol-3-yl)ethyl)-4-fluorophenyl)-4-((dimethylamino)methyl)-3-(trifluoromethyl)benzamide C(#N)C1=CC(=NC(=N1)C)NC1=CC(=NN1)CCC=1C=C(C=CC1F)C1=C(C(=O)N)C=CC(=C1C(F)(F)F)CN(C)C